CC1=NN2C(N=C(C=C2C)N)=C1N 2,7-dimethylpyrazolo-[1,5-a]-pyrimidine-3,5-diamine